(4-Methyl-2,3,5,7-tetrahydro-1-oxa-6,8-diaza-s-indacen-6-yl)-(1-pyridin-3-yl-pyrrolidin-3(R)-yl)-methanone CC1=C2CCOC2=NC=2CN(CC12)C(=O)[C@H]1CN(CC1)C=1C=NC=CC1